2-methyl-4-(trimethylstannyl)pyrazolo[3,4-c]pyridine CN1N=C2C=NC=C(C2=C1)[Sn](C)(C)C